COC1=C(C=CC(=C1)[N+](=O)[O-])NC(C1=CC=CC=C1)=O N-(2-methoxy-4-nitrophenyl)benzamide